2-(3,4-Dimethoxyphenyl)-5-(4-(2-isopropyl-2,7-diazaspiro[3.5]non-7-yl)phenyl)-3,7-dimethyl-3H-imidazo[4,5-b]pyridine COC=1C=C(C=CC1OC)C1=NC=2C(=NC(=CC2C)C2=CC=C(C=C2)N2CCC3(CN(C3)C(C)C)CC2)N1C